3-allyloxy-2-hydroxypropyl-sulfonate C(C=C)OCC(CS(=O)(=O)[O-])O